CS(=O)(=O)CCC(C1COC1)C=1C=CC(=NC1)N1N=CC(=C1)C1=C(C(=NC=C1)N)N 4-(1-(5-(3-(methylsulfonyl)-1-(oxetan-3-yl)propyl)pyridin-2-yl)-1H-pyrazol-4-yl)pyridine-2,3-diamine